NC(C[C@H]1C=2N(C3=C(C(=N1)C1=CC=C(C=C1)C1=CC(=CC=C1)NC(=O)C1=NC4=CC=CC=C4N=C1)C(=C(S3)C)C)C(=NN2)C)=O (S)-N-(4'-(6-(2-amino-2-oxoethyl)-2,3,9-trimethyl-6H-thieno[3,2-f][1,2,4]triazolo[4,3-a][1,4]diazepin-4-yl)-[1,1'-biphenyl]-3-yl)quinoxaline-2-carboxamide